5-(2-hydroxypropan-2-yl)-N'-((3-methyl-2-(trifluoromethyl)-6,7-dihydro-5H-cyclopenta[b]pyridin-4-yl)carbamoyl)thiophene-2-sulfonimidamide OC(C)(C)C1=CC=C(S1)S(=O)(N)=NC(NC1=C2C(=NC(=C1C)C(F)(F)F)CCC2)=O